4-[6-(1-carbamoylcyclobutyl)pyrazolo[1,5-a]pyridin-3-yl]-2-(difluoromethoxy)-N-[(1R,2S)-2-fluorocyclopropyl]-6-methoxy-benzamide C(N)(=O)C1(CCC1)C=1C=CC=2N(C1)N=CC2C2=CC(=C(C(=O)N[C@H]1[C@H](C1)F)C(=C2)OC)OC(F)F